FC(C=1C=C(C(=O)O)C(=CC1)[N+](=O)[O-])(F)F 3-trifluoromethyl-6-nitro-benzoic acid